C(C(C)C)N1N=CC2=C(C=C(C=C12)C(=O)N[C@H](C)C=1C=NC(=NC1)C(F)(F)F)C=1SC(=CN1)C (R)-1-isobutyl-4-(5-methylthiazol-2-yl)-N-(1-(2-(trifluoromethyl)pyrimidin-5-yl)ethyl)-1H-indazole-6-carboxamide